2-[5-(2-phenylpropan-2-yl)-1,3-oxazol-2-yl]pyrimidine-4,6-diol C1(=CC=CC=C1)C(C)(C)C1=CN=C(O1)C1=NC(=CC(=N1)O)O